7-bromo-N-methyl-1-(2-trimethylsilylethoxymethyl)pyrazolo[4,3-c]pyridin-4-amine BrC=1C2=C(C(=NC1)NC)C=NN2COCC[Si](C)(C)C